FC=1C=2N(C=C(C1)B1OC(C(O1)(C)[CH2+])(C)C)C=C(N2)C (2-{8-fluoro-2-methylimidazo[1,2-a]pyridin-6-yl}-4,5,5-trimethyl-1,3,2-dioxaborolan-4-yl)methylium